4-(4-((1R,5S)-3,8-diazabicyclo[3.2.1]octan-8-yl)-6,8-difluoro-2-(((2S,4R)-4-fluoro-1-methylpyrrolidin-2-yl)methoxy)quinazolin-7-yl)naphthalen-2-ol [C@H]12CNC[C@H](CC1)N2C2=NC(=NC1=C(C(=C(C=C21)F)C2=CC(=CC1=CC=CC=C21)O)F)OC[C@H]2N(C[C@@H](C2)F)C